C(C)(C)(C)C=1C=CC(=C(C1)S(=O)(=O)NC(=O)C=1C(=C2C=CN(C2=CC1)C1=NC=CC=C1)F)OC N-((5-(tert-butyl)-2-methoxyphenyl)sulfonyl)-4-fluoro-1-(pyridin-2-yl)-1H-indole-5-carboxamide